C(C=C)(=O)N1C[C@H](CCC1)C(=O)NC=1C=CC(=NC1)NC(C1=NC(=CC=C1)Br)=O (S)-N-(5-(1-acryloylpiperidin-3-carboxamido)pyridin-2-yl)-6-bromopicolinamide